1-((1R,4r)-4-((2R,4aS,6S,8aR)-6-amyl-decalin-2-yl)cyclohexyl)ethane C(CCCC)[C@@H]1C[C@@H]2CC[C@H](C[C@H]2CC1)C1CCC(CC1)CC